3-methyl-1,4-diphenyl-1H-pyrrole-2-carboxylic acid benzyl ester C(C1=CC=CC=C1)OC(=O)C=1N(C=C(C1C)C1=CC=CC=C1)C1=CC=CC=C1